S1C(=NC2=C1C=CC=C2)COC2=CC=CC(=N2)C2CCN(CC2)CC2=NC1=C(N2CC2=CN=CN2CC)C=C(C=C1)C(=O)OC methyl 2-((4-(6-(benzo[d]thiazol-2-ylmethoxy) pyridin-2-yl) piperidin-1-yl) methyl)-1-((1-ethyl-1H-imidazol-5-yl) methyl)-1H-benzo[d]imidazole-6-carboxylate